COC(=O)C=1N(C2=CC=C(C(=C2C1C)C=1C(=NN(C1C)C)CO)Cl)CCCO[Si](C)(C)C(C)(C)C 1-(3-((Tert-Butyldimethylsilyl)oxy)propyl)-5-chloro-4-(3-(hydroxymethyl)-1,5-dimethyl-1H-pyrazol-4-yl)-3-methyl-1H-indole-2-carboxylic acid methyl ester